3-[[4-(2,6-Dimethylphenyl)-6-[(2R)-2-[(6-isopropylfuro[2,3-b]pyrazin-2-yl)methylamino]-3-tetrahydrofuran-2-yl-propoxy]pyrimidin-2-yl]sulfamoyl]benzoic acid CC1=C(C(=CC=C1)C)C1=NC(=NC(=C1)OC[C@@H](CC1OCCC1)NCC=1N=C2C(=NC1)OC(=C2)C(C)C)NS(=O)(=O)C=2C=C(C(=O)O)C=CC2